(tert-butyl)-1'-(5-methoxy-1-methylisoquinoline-7-carbonyl)-5H-spiro[benzo[d]thiazol-6,4'-piperidin]-4(7H)-one C(C)(C)(C)C1N(CCC2(C1)CC1=C(N=CS1)C(C2)=O)C(=O)C2=CC(=C1C=CN=C(C1=C2)C)OC